O1N=C(C=C1)NS(=O)(=O)C=1C=C2C=CC(N(C2=CC1)C1=C(C=C(C=C1)SC(F)(F)F)OC)=O (P)-N-(isoxazol-3-yl)-1-(2-methoxy-4-((trifluoromethyl)thio)phenyl)-2-oxo-1,2-dihydroquinoline-6-sulfonamide